(S)-5-ethynyl-6-fluoro-4-(8-fluoro-4-(methyl(pyrrolidin-2-ylmethyl)amino)-2-(4-methylpiperazin-1-yl)pyrido[4,3-d]pyrimidin-7-yl)-2-naphthonitrile C(#C)C1=C2C(=CC(=CC2=CC=C1F)C#N)C1=C(C=2N=C(N=C(C2C=N1)N(C[C@H]1NCCC1)C)N1CCN(CC1)C)F